penta-methylcyclopentadienyl-rhodium dichloride CC1=C(C(=C(C1([Rh](Cl)Cl)C)C)C)C